difluorobutyl methacrylate C(C(=C)C)(=O)OCCCC(F)F